CN1C=C2C(=C1)SC1=CN(C=C1S2)C 2,6-dimethyl-[1,4]dithiino[2,3-c:5,6-c']dipyrrole